CCC=C 3-Butene